C1OCC12CN(C2)CCC2C=1N(CCN2C(=O)C2=CC(=C(C=C2)Cl)Cl)C(=NN1)C1=NC(=NS1)C (8-(2-(2-Oxa-6-azaspiro[3.3]heptan-6-yl)ethyl)-3-(3-methyl-1,2,4-thiadiazol-5-yl)-5,6-dihydro-[1,2,4]triazolo[4,3-a]pyrazin-7(8H)-yl)(3,4-dichlorophenyl)methanone